FC=1C=C2CC(N(C2=CC1)C(=O)C1(CC1)C(=O)NC1=CC=C(C=C1)OC1=CC=NC2=CC(=CC=C12)C=1C=NN(C1)C)C 1-(5-Fluoro-2-methyl-2,3-dihydroindole-1-carbonyl)-N-[4-[7-(1-methylpyrazol-4-yl)quinolin-4-yl]oxyphenyl]cyclopropane-1-carboxamide